(S)-N-((S)-1-(5,6-dihydro-4H-thieno[2,3-c]pyrrol-2-yl)ethyl)-4-oxo-3-(((R)-1-phenylpropyl)amino)-4,6,7,8-tetrahydropyrrolo[1,2-a]pyrazine-6-carboxamide trifluoroacetate FC(C(=O)O)(F)F.S1C(=CC2=C1CNC2)[C@H](C)NC(=O)[C@@H]2CCC=1N2C(C(=NC1)N[C@H](CC)C1=CC=CC=C1)=O